1-((6S,9S)-1-amino-6-((4-(hydroxymethyl)phenyl)carbamoyl)-9-isopropyl-1,8,11-trioxo-13,16-dioxa-2,7,10-triazaoctadeca-18-yl)-2-methylpiperidine-4-carboxylic acid ethyl ester C(C)OC(=O)C1CC(N(CC1)CCOCCOCC(N[C@H](C(N[C@@H](CCCNC(=O)N)C(NC1=CC=C(C=C1)CO)=O)=O)C(C)C)=O)C